ClC1=C(C=CC(=C1)Cl)OS(=O)(=O)C1=CC=CC=C1 2,4-dichlorophenylbenzenesulfonate